C(C)(=O)N1CCN(CC1)CC1=CC=C(C=C1)C(C)N1C[C@@H](N(C[C@H]1CC)C=1C2=C(N(C(N1)=O)C)C=CC(=N2)C#N)CC 4-((2S,5R)-4-(1-(4-((4-acetylpiperazin-1-yl)methyl)phenyl)ethyl)-2,5-diethylpiperazin-1-yl)-1-methyl-2-oxo-1,2-dihydropyrido[3,2-d]pyrimidine-6-carbonitrile